C(C)(C)(C)OC(NCC1=CC(=CC(=C1)C=1C=NN(C1)C1=CC=C(C=C1)S(=O)(=O)C)F)=O (3-Fluoro-5-(1-(4-(methylsulfonyl)phenyl)-1H-pyrazol-4-yl)benzyl)carbamic acid tert-butyl ester